N[C@@H]1[C@@H](N(CC1)C1=NC=2C(=C(C3=C(C2C=N1)COC3)C3=NC=C(C1=C3C(=C(S1)NC(OC(C)(C)C)=O)C#N)F)F)C tert-butyl (4-(3-((2S,3S)-3-amino-2-methylpyrrolidin-1-yl)-5-fluoro-7,9-dihydrofuro[3,4-f]quinazolin-6-yl)-3-cyano-7-fluorothieno[3,2-c]pyridin-2-yl)carbamate